The molecule is an unsaturated fatty acyl-CoA that results from the formal condensation of the thiol group of coenzyme A with the carboxy group of (6Z,9Z,12Z,15Z,18Z,21Z)-3-oxotetracosahexaenoic acid. It is a member of n-3 PUFA and a product of alpha-linolenoic acid metabolism. It has a role as a mouse metabolite. It is a 3-oxo-fatty acyl-CoA, an unsaturated fatty acyl-CoA and a long-chain fatty acyl-CoA. It is a conjugate acid of a (6Z,9Z,12Z,15Z,18Z,21Z)-3-oxotetracosahexaenoyl-CoA(4-). CC/C=C\\C/C=C\\C/C=C\\C/C=C\\C/C=C\\C/C=C\\CCC(=O)CC(=O)SCCNC(=O)CCNC(=O)[C@@H](C(C)(C)COP(=O)(O)OP(=O)(O)OC[C@@H]1[C@H]([C@H]([C@@H](O1)N2C=NC3=C(N=CN=C32)N)O)OP(=O)(O)O)O